C(C)(C)(C)OOC(C)CCC(C)OOC(C)(C)C 2,5-di(tert-butylperoxy)hexane